3-(perfluorodecyl)-2-phenylthiazolidin-4-one FC(C(C(C(C(C(C(C(C(C(F)(F)F)(F)F)(F)F)(F)F)(F)F)(F)F)(F)F)(F)F)(F)F)(N1C(SCC1=O)C1=CC=CC=C1)F